C(C)(C)(C)C1=C(C(=CC(=C1)CC)C(C)(C)C)O 2,6-di-tertiary-butyl-4-ethylphenol